3,6-difluoro-5-[(E)-3-methoxyprop-1-enyl]pyridin-2-amine FC=1C(=NC(=C(C1)\C=C\COC)F)N